N-(5-(3,5-dichloroisothiazol-4-yl)-1,3,4-thiadiazol-2-yl)-3-methoxy-4-((2-methoxyethyl)amino)-2-oxo-2H-pyran-6-carboxamide ClC1=NSC(=C1C1=NN=C(S1)NC(=O)C1=CC(=C(C(O1)=O)OC)NCCOC)Cl